eicosanylboronic acid C(CCCCCCCCCCCCCCCCCCC)B(O)O